(1-methyl-3-(pyridin-2-yl)-1H-pyrazol-4-yl)-[3,3'-bipyridine]-5-carboxamide CN1N=C(C(=C1)C1=NC=C(C=C1C=1C=NC=CC1)C(=O)N)C1=NC=CC=C1